N[C@H](C1CCN(CC1)C([C@@H](CO)O)=O)C1=C(C=C(C(=C1)C)C)O (R)-1-[4-[(R)-amino(2-hydroxy-4,5-dimethylphenyl)methyl]Piperidin-1-yl]-2,3-dihydroxypropan-1-one